dipolyn [PoH]#[PoH]